IC=1C(NC(N([C@H]2[C@](O)([C@H](O)[C@@H](CO)O2)F)C1)=O)=O 5-iodo-2'-fluorouridine